Cl.N[C@H](C(=O)O)CC1CC=C(CC1)C1=CSC2=C1N=CN=C2O[C@@H](C(F)(F)F)C2=CC=C(C=C2)C2=CC(=CC=C2)OC (2S)-2-amino-3-(4-(4-((R)-2,2,2-trifluoro-1-(3'-methoxy-[1,1'-biphenyl]-4-yl)ethoxy)thieno[3,2-d]pyrimidine-7-yl)cyclohex-3-ene-1-yl)propionic acid hydrochloride